CCCCCCCCCCCCCCCCCCC(=O)OC[C@H](COP(=O)(O)OC[C@H](CO)O)OC(=O)CCCCCCCCCCCCCCCCC 1-nonadecanoyl-2-octadecanoyl-glycero-3-phospho-(1'-sn-glycerol)